exo-4-bromo-N-[(1R)-1-(4-ethoxyphenyl)-2-methoxyethyl]-1a,6b-dihydro-1H-cyclopropa[b][1]benzofuran-1-carboxamide BrC1=CC2=C(C3C(O2)C3C(=O)N[C@@H](COC)C3=CC=C(C=C3)OCC)C=C1